ClC1=NC=C(C(=N1)C1=CN(C2=C(C=CC=C12)[N+](=O)[O-])S(=O)(=O)CC1=CC=CC=C1)C 3-(2-Chloro-5-methylpyrimidin-4-yl)-7-nitro-1-toluenesulfonyl-1H-indole